C(=O)(O)C=1C=C(C=CC1C(=O)O)SC1=CC(=C(C=C1)C(=O)O)C(=O)O bis(3,4-dicarboxyphenyl)sulfide